N-(benzo[d][1,3]dioxol-4-yl)-5-bromo-2-chloropyrimidin-4-amine O1COC2=C1C=CC=C2NC2=NC(=NC=C2Br)Cl